FC1=C(C=C(C=C1)[N+](=O)[O-])C(CS(=O)(=O)N(C)CC1=CC=C(C=C1)OC)C 2-(2-fluoro-5-nitrophenyl)-N-(4-methoxybenzyl)-N-methylpropane-1-sulfonamide